C(C)(C)(C)N1C=C(C=2C1=NC(=CC2)C(=O)N2C[C@H](CC2)N(C2=NC(=C(C(=O)O)C(=C2)C)C)C)C2=CC(=C(C=C2)Cl)F (S)-6-((1-(1-(tert-butyl)-3-(4-chloro-3-fluorophenyl)-1H-pyrrolo[2,3-b]pyridine-6-carbonyl)pyrrolidin-3-yl)(methyl)amino)-2,4-dimethylnicotinic acid